2-(trans-3-{5-[(1S)-1-amino-2,2-difluoroethyl]pyridin-2-yl}cyclobutyl)-7-methoxy[1,2,4]triazolo[1,5-c]quinazolin-5-amine N[C@H](C(F)F)C=1C=CC(=NC1)[C@@H]1C[C@H](C1)C1=NN2C(=NC=3C(=CC=CC3C2=N1)OC)N